ClC1=CC=C(C=C1)C(CCCOB([O-])[O-])(C1=CC=C(C=C1)Cl)C1=CC=C(C=C1)Cl.C(CCCCCCCCCCCCCCC)[N+](CC1=CC=CC=C1)(C)C.C(CCCCCCCCCCCCCCC)[N+](C)(C)CC1=CC=CC=C1 hexadecyl-dimethyl-benzyl-ammonium tri(p-chlorophenyl)butyl-borate